2-Isopropylvaleraldehyde C(C)(C)C(C=O)CCC